ClC1=CC=C(C=C1)C1=NN=C(C2=CC=CC=C12)NC1CC(CN(C1)C(=O)OC(C)(C)C)(F)F tert-butyl 5-((4-(4-chlorophenyl)phthalazin-1-yl)amino)-3,3-difluoropiperidine-1-carboxylate